C(C)(C)(C)ON=C([C@H]1C[C@@H]([C@@H](CC1)N(C1=C(C(N(C=2C=CC(=NC12)C#N)C)=O)C#N)C)O[Si](C)(C)C(C)(C)C)C1=CC=C(C=C1)F 8-(((1R,2S,4R)-4-((tert-butoxyimino)(4-fluorophenyl)methyl)-2-((tert-butyldimethylsilyl)oxy)cyclohexyl)(methyl)amino)-5-methyl-6-oxo-5,6-dihydro-1,5-naphthyridine-2,7-dicarbonitrile